(S)-5-chloro-N-(8-chloro-5-methyl-4-oxo-2,3,4,5-tetrahydropyrido[3,2-b]-[1,4]oxazepin-3-yl)-4-(3-chlorophenyl)pyrimidine-2-carboxamide ClC=1C(=NC(=NC1)C(=O)N[C@@H]1C(N(C2=C(OC1)C=C(C=N2)Cl)C)=O)C2=CC(=CC=C2)Cl